3-(4-(tert-butyl)benzoylamino)-5-(1-ethyl-1H-pyrazol-4-yl)benzofuran-2-carboxylic acid C(C)(C)(C)C1=CC=C(C(=O)NC2=C(OC3=C2C=C(C=C3)C=3C=NN(C3)CC)C(=O)O)C=C1